FC1=C(C(=CC=C1)F)C1=CC(=CC2=C1C(=NO2)N2C(N1[C@H](CC2)C([C@@H](C1)NS(=O)(=O)C)(F)F)=O)COC N-{(4aR,6R)-2-[4-(2,6-difluorophenyl)-6-(methoxymethyl)-1,2-benzoxazol-3-yl]-5,5-difluoro-1-oxooctahydropyrrolo[1,2-c]pyrimidin-6-yl}methanesulfonamide